C[N+]1(CC(CC(C1)C)C)C N,N,3,5-tetramethylpiperidinium